4-Chloro-5-[2-(3-oxo-3-[4-[5-(trifluoromethyl)pyrimidin-2-yl]piperazin-1-yl]propoxy)ethoxy]-2,3-dihydropyridazin-3-one ClC=1C(NN=CC1OCCOCCC(N1CCN(CC1)C1=NC=C(C=N1)C(F)(F)F)=O)=O